FC=1C=C(C=CC1OC1=C2C(=NC=C1)NC(N2C2CCN(CC2)C)=O)NC(=O)C=2C=NN(C2C(F)(F)F)C2=CC=CC=C2 N-(3-fluoro-4-((1-(1-methylpiperidin-4-yl)-2-oxo-2,3-dihydro-1H-imidazo[4,5-b]pyridin-7-yl)oxy)phenyl)-1-phenyl-5-(trifluoromethyl)-1H-pyrazole-4-carboxamide